N-(4-fluorophenyl)-2-iodobenzamide FC1=CC=C(C=C1)NC(C1=C(C=CC=C1)I)=O